(2S)-2-isopropyl-malic acid guanosine-5'-diphosphate P(O)(=O)(OP(=O)(O)O)OC[C@@H]1[C@H]([C@H]([C@@H](O1)N1C=NC=2C(=O)NC(N)=NC12)O)O.C(C)(C)[C@@](C(=O)O)(O)CC(=O)O